C(C)N(C(=O)C1[C@H]2CN(C[C@@H]12)C1CC2(CN(C2)C(=O)OC)CC1)CC methyl 6-[(1r,5s,6r)-6-(diethylcarbamoyl)-3-azabicyclo[3.1.0]hex-3-yl]-2-azaspiro[3.4]octane-2-carboxylate